2-methoxy-N-[(1s,4s)-4-{[6-chloro-2-(trifluoromethyl)quinolin-4-yl]amino}cyclohexyl]-4-(trifluoromethyl)-1,3-thiazole-5-carboxamide COC=1SC(=C(N1)C(F)(F)F)C(=O)NC1CCC(CC1)NC1=CC(=NC2=CC=C(C=C12)Cl)C(F)(F)F